C(C=C)C1OC=2CCCC(C2C(C1)CC)=O 2-allyl-4-ethyl-2,3,4,6,7,8-hexahydro-5H-chromen-5-one